methylene-2-deoxy-D-galactopyranosyl trichloroacetimidate ClC(C(OC1C([C@@H](O)[C@@H](O)[C@H](O1)CO)=C)=N)(Cl)Cl